2,6-Diisopropylphenyl 4-(2-(Tert-Butoxycarbonylamino)Propanoyloxy)Butanoate C(C)(C)(C)OC(=O)NC(C(=O)OCCCC(=O)OC1=C(C=CC=C1C(C)C)C(C)C)C